1-Amino-3-chloro-5-(methoxycarbonyl)pyridin-1-ium 2,4,6-trimethylbenzenesulfonate CC1=C(C(=CC(=C1)C)C)S(=O)(=O)[O-].N[N+]1=CC(=CC(=C1)C(=O)OC)Cl